C1(CCCCC1)C1=C(C=C(C=C1O)\C=C\C1=C(C=CC=C1)Cl)O (E)-2-cyclohexyl-5-(2-chlorostyryl)-1,3-benzenediol